tert-butyl 3-(1-(((R)-1-(3-cyano-2-methylphenyl) ethyl) amino)-4-methylpyrido[3,4-d]pyridazin-7-yl)-3,8-diazabicyclo[3.2.1]octane-8-carboxylate C(#N)C=1C(=C(C=CC1)[C@@H](C)NC1=C2C(=C(N=N1)C)C=NC(=C2)N2CC1CCC(C2)N1C(=O)OC(C)(C)C)C